5-((2-((tert-Butoxycarbonyl)(methyl)amino)ethyl)amino)benzo[c][2,6]naphthyridine-8-carboxylic acid C(C)(C)(C)OC(=O)N(CCNC1=NC2=C(C3=CN=CC=C13)C=CC(=C2)C(=O)O)C